OCC(CCCCC(=O)OC(CCCCCCCC)CCCCCCCC)CO heptadecan-9-yl 7-hydroxy-6-(hydroxymethyl)heptanoate